ClC1=C(C=CC=C1)NC(=O)NC=1SC2=C(N1)C=CC(=C2)[N+](=O)[O-] 1-(2-chlorophenyl)-3-(6-nitrobenzo[d]thiazol-2-yl)urea